CCCCCCCCCCCCCC(C(CCCCCCCCCCCCCCCCC)O)O dotriacontane-14,15-diol